tert-butyl 4-((4-(7-bromoquinoxalin-2-yl)-1H-pyrazol-1-yl)methyl)piperidine-1-carboxylate BrC1=CC=C2N=CC(=NC2=C1)C=1C=NN(C1)CC1CCN(CC1)C(=O)OC(C)(C)C